alpha-aminopropionamide NC(C(=O)N)C